Fluoren-9-on C1=CC=CC=2C3=CC=CC=C3C(C12)=O